BrC=1C=C(C(=O)NC2=NC3=C(N2)C(=CC=C3Br)OC)C=CN1 2-Bromo-N-(4-bromo-7-methoxy-1H-benzoimidazol-2-yl)-isonicotinamide